6-[3-(4-mesyl-2-anisidino)-1-propynyl]-4-(1-methyl-3-azetidinylamino)-1-(2,2,2-trifluoroethyl)indole S(=O)(=O)(C)C=1C=C(C(OC)=CC1)NCC#CC1=CC(=C2C=CN(C2=C1)CC(F)(F)F)NC1CN(C1)C